ClCC12CN(C(C1)C2)C2=NC=CC(=N2)NC2=NNC(=C2)C2CC2 2-[4-(chloromethyl)-2-azabicyclo[2.1.1]hexan-2-yl]-N-(5-cyclopropyl-1H-pyrazol-3-yl)pyrimidin-4-amine